C(CCCCCC)C1=C(C=CC(=C1)C)O 2-heptyl-4-methylphenol